N1(C(CC=2C=NC=CC21)C(=O)OCC)C(=O)OC(C)(C)C 1-tert-butyl 2-ethyl 2,3-dihydro-1H-pyrrolo[3,2-c]pyridine-1,2-dicarboxylate